(1S)-2-[4-(1,3-benzoxazol-2-yl)-5-methoxy-1-methyl-6-oxopyrimidin-2-yl]-1-phenyl-3,4-dihydro-1H-isoquinoline-6-carboxylic acid O1C(=NC2=C1C=CC=C2)C=2N=C(N(C(C2OC)=O)C)N2[C@H](C1=CC=C(C=C1CC2)C(=O)O)C2=CC=CC=C2